(4-amino-1-(5-(2-ethoxy-4-fluorophenyl)imidazo[2,1-b][1,3,4]thiadiazol-2-yl)piperidin-4-yl)methanol Antimonat Chromat [Cr](=O)(=O)(O)O.[Sb](O)(O)(O)=O.NC1(CCN(CC1)C1=NN2C(S1)=NC=C2C2=C(C=C(C=C2)F)OCC)CO